4-[(4,6-dichloro-8-methoxy-3-quinolinyl)sulfonyl]thiomorpholine ClC1=C(C=NC2=C(C=C(C=C12)Cl)OC)S(=O)(=O)N1CCSCC1